4-bromo-N-((1R,3R)-3-cyanocyclohexyl)-3-methylbenzenesulfonamide BrC1=C(C=C(C=C1)S(=O)(=O)N[C@H]1C[C@@H](CCC1)C#N)C